1-naphthoyl isocyanate C1(=CC=CC2=CC=CC=C12)C(=O)N=C=O